C(OC1(CCCC1)CC)(OC1=CC=C(C=C1)[N+](=O)[O-])=O 1-Ethylcyclopentyl (4-nitrophenyl) carbonate